The molecule is a tripeptide composed of L-leucine, L-threonine and L-glutamine joined in sequence by peptide linkages. It has a role as a metabolite. It derives from a L-leucine, a L-threonine and a L-glutamine. C[C@H]([C@@H](C(=O)N[C@@H](CCC(=O)N)C(=O)O)NC(=O)[C@H](CC(C)C)N)O